7-isobutyl-7-methyl-5-(2-methylbenzo[d]oxazol-5-yl)-6,7-dihydro-5H-pyrrolo[3,2-d]pyrimidin-4-amine C(C(C)C)C1(CN(C2=C1N=CN=C2N)C=2C=CC1=C(N=C(O1)C)C2)C